FC(CN1N=CC(=C1)NC=1N=C(C2=C(N1)NC=C2)O[C@H]2CN(CC[C@H]2F)C(C=C)=O)F 1-((3S,4R)-3-((2-((1-(2,2-difluoroethyl)-1H-pyrazol-4-yl)amino)-7H-pyrrolo[2,3-d]pyrimidin-4-yl)oxy)-4-fluoropiperidin-1-yl)prop-2-en-1-one